methyl 2-(4-(tert-butyl) benzyl)-4,6-dimethylpyrimidine-5-carboxylate C(C)(C)(C)C1=CC=C(CC2=NC(=C(C(=N2)C)C(=O)OC)C)C=C1